FC=1C=NC(=NC1)C=1C=C(C[C@@]2(C[C@H]([C@@H](C2)NS(=O)(=O)C)O)C(=O)[O-])C=CC1 (1R,3R,4R)-1-(3-(5-fluoropyrimidin-2-yl)benzyl)-3-hydroxy-4-(methylsulfonamido)cyclopentane-1-carboxylate